N1,N1-Diethyl-N3-(4'-(5-(trifluoromethyl)-1,2,4-oxadiazol-3-yl)-[2,2'-bipyridin]-5-yl)propane-1,3-diamine C(C)N(CCCNC=1C=CC(=NC1)C1=NC=CC(=C1)C1=NOC(=N1)C(F)(F)F)CC